2-Amino-4-(3-(3-(azetidin-1-yl)-4-hydroxypyrrolidin-1-yl)-5-fluoro-7,9-dihydrofuro[3,4-f]quinazolin-6-yl)-7-fluorothieno[3,2-c]pyridine-3-carbonitrile NC1=C(C=2C(=NC=C(C2S1)F)C=1C2=C(C=3C=NC(=NC3C1F)N1CC(C(C1)O)N1CCC1)COC2)C#N